N-(4-(4-amino-5-(4-(diethyl-(oxo)1λ6-sulfanylidene)-3-fluorophenyl)-7-methyl-7H-pyrrolo[2,3-d]pyrimidin-6-yl)-phenyl)methacrylamide NC=1C2=C(N=CN1)N(C(=C2C2=CC(C(C=C2)=S(=O)(CC)CC)F)C2=CC=C(C=C2)NC(C(=C)C)=O)C